O=C(NCC)CC(CCC(CCC(CCC(CC)=O)=O)=O)=O 4-oxo-6,9,12,15-tetraoxo-3-azaheptadecane